N,N,N-trimethyl-1-octadecyl-ammonium chloride [Cl-].C[N+](C)(C)CCCCCCCCCCCCCCCCCC